CC1=C(C(NC(=C1)C)=O)CNC(=O)C=1C(=C(C=C(C1)C1=CC=C(C=C1)CN1CCOCC1)N(C1CCC(CC1)NC(OC(C)(C)C)=O)CC)C tert-Butyl ((1r,4r)-4-((5-(((4,6-dimethyl-2-oxo-1,2-dihydropyridin-3-yl)-methyl)-carbamoyl)-4-methyl-4'-(morpholinomethyl)-[1,1'-biphenyl]-3-yl)-(ethyl)-amino)-cyclohexyl)-carbamate